6-hydroxy-4-(2-nitrobenzyl)-5-oxo-4,5-dihydrothieno[3,2-b]pyridine-7-carboxylic acid OC1=C(C2=C(N(C1=O)CC1=C(C=CC=C1)[N+](=O)[O-])C=CS2)C(=O)O